3-[5-[(1S)-1-[[6-chloro-8-(trifluoromethyl)quinazolin-4-yl]-methyl-amino]ethyl]-1,2,4-triazol-1-yl]-1H-pyridazin-6-one ClC=1C=C2C(=NC=NC2=C(C1)C(F)(F)F)N([C@@H](C)C1=NC=NN1C1=NNC(C=C1)=O)C